C(C1=CC=CC=C1)OC(CCCC(=O)O)(C(F)(F)F)C=1OC(=NN1)C1=NC(=C(C=C1NC(=O)OC(C)(C)C)C(F)(F)F)Br 5-Benzyloxy-5-[5-[6-bromo-3-(tert-butoxycarbonylamino)-5-(trifluoromethyl)-2-pyridyl]-1,3,4-oxadiazol-2-yl]-6,6,6-trifluoro-hexanoic acid